C(C)C=1C(=NC=CC1)NCC1=CC(=C(C(=C1)O)N1CC(NS1(=O)=O)=O)F 5-(4-(((3-ethylpyridin-2-yl)amino)methyl)-2-fluoro-6-hydroxyphenyl)-1,2,5-thiadiazolidin-3-one 1,1-dioxide